(R)-tert-butyl 3-((7-chloro-8-fluoro-2-((hexahydro-1H-pyrrolizin-7a-yl)methoxy)pyrido[4,3-d]pyrimidin-4-yl)(methyl)amino)pyrrolidine-1-carboxylate ClC1=C(C=2N=C(N=C(C2C=N1)N([C@H]1CN(CC1)C(=O)OC(C)(C)C)C)OCC12CCCN2CCC1)F